Ethyl (1R,5S,6S,7S)-7-((2-(5-fluoro-1-tosyl-1H-pyrrolo[2,3-b]pyridin-3-yl)-7-(methylcarbamoyl)pyrrolo[2,1-f][1,2,4]triazin-4-yl)amino)tricyclo[3.2.2.02,4]nonane-6-carboxylate FC=1C=C2C(=NC1)N(C=C2C2=NN1C(C(=N2)N[C@@H]2[C@H]([C@@H]3C4CC4[C@H]2CC3)C(=O)OCC)=CC=C1C(NC)=O)S(=O)(=O)C1=CC=C(C)C=C1